ClC1=C(C=NN1CC(F)(F)F)C(=O)N[C@H]1C[C@H](CCC1)NC1=CC(=NC2=CC=C(C=C12)Cl)C(F)(F)F 5-chloro-N-[(1R,3S)-3-{[6-chloro-2-(trifluoromethyl)quinolin-4-yl]amino}cyclohexyl]-1-(2,2,2-trifluoroethyl)-1H-pyrazole-4-carboxamide